ClC1=NN(C=C1C1=NC=CC(=N1)NC=1N=CC2=C(C=CC(=C2C1)C(C)C)N1CC(C1)N1C(O[C@@H](C1)C)=O)C (R)-3-(1-(3-((2-(3-Chloro-1-methyl-1H-pyrazol-4-yl)pyrimidin-4-yl)amino)-5-isopropylisoquinolin-8-yl)azetidin-3-yl)-5-methyl-oxazolidin-2-one